ALLYL OCTANOATE C(CCCCCCC)(=O)OCC=C